4-hydroxy-1-methoxy-5-methyl-3-[4-(trifluoro-methyl)pyridin-2-yl]imidazolidin-2-one OC1N(C(N(C1C)OC)=O)C1=NC=CC(=C1)C(F)(F)F